4-phenyl-3,4-dihydro-2H-benzo[b][1,4]thiazine-6-carboxylic acid C1(=CC=CC=C1)N1C2=C(SCC1)C=CC(=C2)C(=O)O